1-(2-acetamidopyridine-4-carbonyl)-4-fluoro-N-{phenyl[4-(propan-2-yl)phenyl]methyl}pyrrolidine-2-carboxamide C(C)(=O)NC1=NC=CC(=C1)C(=O)N1C(CC(C1)F)C(=O)NC(C1=CC=C(C=C1)C(C)C)C1=CC=CC=C1